C1(=CC=CC=C1)C(N1CC(C1)N1N=CC(=C1)CO)C1=CC=CC=C1 {1-[1-(diphenylmethyl)azetidin-3-yl]-1H-pyrazol-4-yl}methanol